2-propyl-1-undecanol C(CC)C(CO)CCCCCCCCC